4-bromo-6-fluoro-5-methoxy-1H-indazole BrC1=C2C=NNC2=CC(=C1OC)F